2-(propylsulfonyl)-2,5-diazabicyclo[2.2.1]heptane C(CC)S(=O)(=O)N1C2CNC(C1)C2